lithium propenylsulfonate C(=CC)S(=O)(=O)[O-].[Li+]